FC=1C=C(C=CC1)C1NCCC1 2-(3-fluorophenyl)pyrrolidine